4-(5,6-Dihydropyrrolo[3,4-c]pyrazol-2(4H)-yl)-5-methyl-7-((2-(trimethylsilyl)ethoxy)methyl)-7H-pyrrolo[2,3-d]pyrimidine N=1N(C=C2C1CNC2)C=2C1=C(N=CN2)N(C=C1C)COCC[Si](C)(C)C